(S)-6-{[5-{bis[2-({2-[(α-L-fucopyranosyl)oxy]ethyl}amino)-2-oxoethyl]amino}-6-({2-[(α-L-fucopyranosyl)oxy]ethyl}amino)-6-oxohexyl]amino}-6-oxohexanoic Acid [C@@H]1([C@@H](O)[C@H](O)[C@H](O)[C@@H](O1)C)OCCNC(CN([C@@H](CCCCNC(CCCCC(=O)O)=O)C(=O)NCCO[C@H]1[C@@H](O)[C@H](O)[C@H](O)[C@@H](O1)C)CC(NCCO[C@H]1[C@@H](O)[C@H](O)[C@H](O)[C@@H](O1)C)=O)=O